5-(((tert-Butyldimethylsilyl)oxy)methyl)-6-(4-fluorobenzyl)-3,3-dimethyl-2,3-dihydro-1H-pyrrolo[3,2-b]pyridine [Si](C)(C)(C(C)(C)C)OCC1=C(C=C2C(=N1)C(CN2)(C)C)CC2=CC=C(C=C2)F